N1(CCC1)C(=O)O.CC1=C(C=CC(=C1)[N+](=O)[O-])N1CC(CC1)C1=CC=C(C=C1)C(F)(F)F 1-(2-methyl-4-nitrophenyl)-3-(4-(trifluoromethyl)phenyl)pyrrolidine azetidin-1-carboxylate